6-(bromomethyl)-2-(furan-2-yl)-3-(trifluoromethyl)pyridine titanium di(isopropoxide) dichloride [Cl-].[Cl-].CC([O-])C.CC([O-])C.[Ti+4].BrCC1=CC=C(C(=N1)C=1OC=CC1)C(F)(F)F